2,6-dimethoxy-N-(5-((3-methylpyridin-2-yl)oxy)-3,4-dihydro-2H-chromeno[8,7-d]isoxazol-9-yl)benzenesulfonamide COC1=C(C(=CC=C1)OC)S(=O)(=O)NC1=NOC=2C1=C1OCCCC1=C(C2)OC2=NC=CC=C2C